CC1=NC2=C(N1)C=C(C=C2)CN2C(C1=CN=CC(=C1C=C2)C2=CC=CC=C2)=O 2-((2-methyl-1H-benzo[d]imidazol-6-yl)methyl)-5-phenyl-2,7-naphthyridin-1(2H)-one